propyl-methyl-dimethoxysilan C(CC)[Si](OC)(OC)C